FC1=C(C=C(C=C1)C(C)C)C1=CC2=C(OCCN2C2=CC(=NC=C2)NC(CCN2CCN(CC2)C)=O)C=N1 N-(4-{7-[2-fluoro-5-(propan-2-yl)phenyl]-1H,2H,3H-pyrido[3,4-b][1,4]oxazin-1-yl}pyridin-2-yl)-3-(4-methylpiperazin-1-yl)propanamide